(cyclopropylamino)-8-(4-cyclopropylphenyl)-6-(2-methyl-2H-indazol-5-yl)pteridin-7(8H)-one C1(CC1)NC1=NC=2N(C(C(=NC2C=N1)C1=CC2=CN(N=C2C=C1)C)=O)C1=CC=C(C=C1)C1CC1